N-(4-chlorobenzyl)butan-1-amine ClC1=CC=C(CNCCCC)C=C1